N1-cyclopropyl-N1-methyl-2-((methylsulfonyl)methyl)benzene-1,4-diamine C1(CC1)N(C1=C(C=C(C=C1)N)CS(=O)(=O)C)C